BENZOTRIAZOLYL-TETRAMETHYLBUTYL-PHENOL N1N=NC2=C1C=CC=C2OC2=C(C(=C(C(=C2C)C)C)C)CCCC